2-amino-N-((3r,6s)-6-(hydroxymethyl)tetrahydro-2H-pyran-3-yl)-5-(4-(2-morpholinoethoxy)phenyl)nicotinamide NC1=C(C(=O)N[C@H]2CO[C@@H](CC2)CO)C=C(C=N1)C1=CC=C(C=C1)OCCN1CCOCC1